C(C)(C)(C)OC(N(C1=NN2C(C=CC(=C2)Br)=C1I)C(C)=O)=O.C1(=CC=CC=C1)C1=NC(=CN1CO)CO 2-phenyl-3,5-dihydroxymethyl-imidazole tert-butyl-N-acetyl-N-(6-bromo-3-iodo-pyrazolo[1,5-a]pyridin-2-yl)carbamate